FC1=CC(=C(C=C1)C(C)N1C[C@@H](N(C[C@H]1C)C=1C=2N=C(N(C2N(C(N1)=O)C)C)CC#N)C)COC 2-(6-((2S,5R)-4-(1-(4-fluoro-2-(methoxymethyl)phenyl)ethyl)-2,5-dimethylpiperazin-1-yl)-3,9-dimethyl-2-oxo-3,9-dihydro-2H-purin-8-yl)acetonitrile